(4-oxo-3,5,6,7-tetrahydrocyclopenta[d]pyrimidin-7-yl)acetate O=C1C2=C(N=CN1)C(CC2)CC(=O)[O-]